ClCP(C)C.[Au] gold chloro(trimethylphosphine)